3-(1-(methyl-d3)-1H-pyrazol-4-yl)benzaldehyde C(N1N=CC(=C1)C=1C=C(C=O)C=CC1)([2H])([2H])[2H]